FC=1C=C(C=CC1)[C@H]1CC[C@H](CC1)OCC1=NC=CC=C1NS(=O)(=O)C N-(2-(((cis-4-(3-fluorophenyl)cyclohexyl)oxy)methyl)pyridin-3-yl)methanesulfonamide